2-bromo-3,4-dimethoxycinnamic acid BrC1=C(C=CC(=O)O)C=CC(=C1OC)OC